ISOCHINOLINONE C1(NC=CC2=CC=CC=C12)=O